C(C)(C)(CC)NCCCCN N-tert.pentyl-1,4-butanediamine